IC1=CC2=C(C(NCO2)=O)C=C1 7-Iodo-2,3-dihydro-4H-benzo[e][1,3]oxazin-4-one